Z-endo-Z-[2-propoxy-4-(trifluoromethyl)phenoxy]-9-[[5-(trifluoromethyl)-2-pyridinyl]oxy]-9-azabicyclo[3.3.1]nonane C(CC)OC1=C(OC23CCCC(CCC2)N3OC3=NC=C(C=C3)C(F)(F)F)C=CC(=C1)C(F)(F)F